CN1C(=NC=2C1=NC(=C(N2)NC2=C(C=CC=C2)F)NC2CCCCC2)C(F)(F)F 1-Methyl-N5-(2-fluorophenyl)-N6-cyclohexyl-2-(trifluoromethyl)-imidazo[4,5-b]pyrazine-5,6-diamine